ClC1=C(C=C(C=C1)Cl)SC 1,4-dichloro-2-methylsulfanyl-benzene